1,6-dihydro-4-[(chloro-methyl)-sulfonyl]-Benzene ClCS(=O)(=O)C=1C=CCCC1